ClC=1C=C(C=CC1Cl)C=1N=C(NC1C)CCCCCCCCC 4-(3,4-dichlorophenyl)-5-methyl-2-nonylimidazole